C(C)(C)C1=C(C=CC=C1)N1C(N=C(C2=C1CNCC2)N2CCC1(CN(C1)C(=O)OC(C)(C)C)CC2)=O tert-butyl 7-(1-(2-isopropylphenyl)-2-oxo-1,2,5,6,7,8-hexahydropyrido[3,4-d]pyrimidin-4-yl)-2,7-diazaspiro[3.5]nonane-2-carboxylate